(S)-5,5-difluoro-3-(trifluoromethyl)-5a,6,8,9-tetrahydropyrido[3',2':4,5]pyrrolo[1,2-a]pyrazin FC1(C2=C(N3[C@H]1CNCC3)N=CC(=C2)C(F)(F)F)F